NCCNC(=S)S (2-Aminoethyl)carbamodithioic acid